C(C1=CC=CC=C1)OC1=CC=C(C=C1)C1C2CC3(CC(CC1C3)C2)CO 4-(4-Benzyloxyphenyl)tricyclo[3.3.1.13,7]-decane-1-methanol